ClC1=CC=C2C(=N1)N=C(O2)N2CCN(CC2)C(=O)C2=CC=C(C=C2)C=2N=NN(C2)CC2(COC2)C (4-(5-chlorooxazolo[4,5-b]pyridin-2-yl)piperazin-1-yl)(4-(1-((3-methyloxetan-3-yl)methyl)-1H-1,2,3-triazol-4-yl)phenyl)methanone